ClC1=CC=C(C=C1)C=1N=C2N(C=CC=C2)C1CN1C2CN(C(C1)CC2)C(=O)C2CCCC2 (5-{[2-(4-Chlorophenyl)imidazo[1,2-a]pyridin-3-yl]methyl}-2,5-diazabicyclo[2.2.2]oct-2-yl)(cyclopentyl)methanone